methyl 2-(7-(((tert-butyldiphenylsilyl)oxy)methyl)-2H-pyrazolo[3,4-c]quinolin-2-yl)-3-methylbutanoate [Si](C1=CC=CC=C1)(C1=CC=CC=C1)(C(C)(C)C)OCC=1C=CC=2C=3C(C=NC2C1)=NN(C3)C(C(=O)OC)C(C)C